5-(2,3-dihydro-1H-inden-5-yl)-2-(thiophen-2-yl)-7-(trifluoromethyl)pyrazolo[1,5-a]pyrimidine C1CCC2=CC(=CC=C12)C1=NC=2N(C(=C1)C(F)(F)F)N=C(C2)C=2SC=CC2